1-(4-(3-isopropyl-2-(8-(trifluoromethyl)imidazo[1,2-a]pyridin-6-yl)-1H-indol-5-yl)piperidin-1-yl)-2-(methylamino)ethan-1-one 2-oxo-2,3-dihydro-1H-imidazole-1-carboxylate O=C1N(C=CN1)C(=O)O.C(C)(C)C1=C(NC2=CC=C(C=C12)C1CCN(CC1)C(CNC)=O)C=1C=C(C=2N(C1)C=CN2)C(F)(F)F